OCC1=C(C=C(CNC(CCSSCCC(=O)NCC2=CC(=C(C=C2)CO)[N+](=O)[O-])=O)C=C1)[N+](=O)[O-] 3,3'-Dithiobis(N-(4-(hydroxymethyl)-3-nitrobenzyl)propionamide)